tert-butyl 5-[(2-{[4'-({8-[(tert-butoxy)carbonyl]naphthalen-1-yl}carbamoyl)-[1,1'-biphenyl]-4-yl]methyl}-2H-1,2,3,4-tetrazol-5-yl)methyl]-2H-1,2,3,4-tetrazole-2-carboxylate C(C)(C)(C)OC(=O)C=1C=CC=C2C=CC=C(C12)NC(=O)C1=CC=C(C=C1)C1=CC=C(C=C1)CN1N=C(N=N1)CC=1N=NN(N1)C(=O)OC(C)(C)C